N-{[4-(benzenesulfonyl)phenyl]methyl}quinoline-6-carboxamide C1(=CC=CC=C1)S(=O)(=O)C1=CC=C(C=C1)CNC(=O)C=1C=C2C=CC=NC2=CC1